BrC=CC(=O)Br 3-bromoacryloyl bromide